5-(3,5-dimethoxy-4-((4-((5-methyl-5,6,7,8-tetrahydro-1,6-naphthyridin-2-yl)methyl)-4,7-diazaspiro[2.5]octan-7-yl)methyl)phenyl)-1,3,4-trimethylpyridin-2(1H)-one COC=1C=C(C=C(C1CN1CCN(C2(CC2)C1)CC1=NC=2CCNC(C2C=C1)C)OC)C=1C(=C(C(N(C1)C)=O)C)C